(R)-N-(3-(1-((2-amino-5-chloropyridin-3-yl)oxy)ethyl)phenyl)benzo[d][1,3]dioxole-5-carboxamide NC1=NC=C(C=C1O[C@H](C)C=1C=C(C=CC1)NC(=O)C1=CC2=C(OCO2)C=C1)Cl